tetraethyl 2-(3-chloro-5-fluorophenyl)propane-1,1,3,3-tetracarboxylate ClC=1C=C(C=C(C1)F)C(C(C(=O)OCC)C(=O)OCC)C(C(=O)OCC)C(=O)OCC